(Z)-2-cyclopropyl-N'-hydroxy-5-(trifluoromethoxy)benzamidine C1(CC1)C1=C(/C(=N/O)/N)C=C(C=C1)OC(F)(F)F